F[C@@H]1COCC[C@H]1NC1=NC=C2N=C(N(C2=N1)C1CCC(CC1)(C(=O)N)C)NC1=C(C=C(C=C1Cl)Cl)Cl (1S,4S)-4-(2-(((3S,4R)-3-fluorotetrahydro-2H-pyran-4-yl)amino)-8-((2,4,6-trichlorophenyl)amino)-9H-purin-9-yl)-1-methylcyclohexanecarboxamide